C1(=CC=C(C=C1)C=CC(=O)N(C1CSCC1)C1=NC=CC=C1)C 3-(p-tolyl)-N-(2-pyridyl)-N-tetrahydrothiophen-3-yl-prop-2-enamide